2-(4-(((4-(2,6-dioxopiperidin-3-yl)benzyl)(methyl)amino)methyl)phenyl)-5-fluorobenzofuran-7-carboxamide O=C1NC(CCC1C1=CC=C(CN(C)CC2=CC=C(C=C2)C=2OC3=C(C2)C=C(C=C3C(=O)N)F)C=C1)=O